The molecule is the 5,10-methenyl derivative of tetrahydrofolic acid arising from enzymatic cyclisation of 5-formyltetrahydrofolic acid. It has a role as an Escherichia coli metabolite and a mouse metabolite. It derives from a (6R)-5,10-methylenetetrahydrofolic acid. It is a conjugate acid of a (6R)-5,10-methenyltetrahydrofolate. C1[C@@H]2CN(C=[N+]2C3=C(N1)N=C(NC3=O)N)C4=CC=C(C=C4)C(=O)N[C@@H](CCC(=O)O)C(=O)O